tert-butyl (6-bromo-4-chloro-3-cyano-5-fluorothieno[2,3-b]pyridin-2-yl)carbamate BrC1=C(C(=C2C(=N1)SC(=C2C#N)NC(OC(C)(C)C)=O)Cl)F